N-Cyclopentyl-1,2,3,4-tetrahydroisoquinolin-8-amine C1(CCCC1)NC=1C=CC=C2CCNCC12